diphenyl-(4-(4,4,5,5-tetramethyl-1,3,2-dioxaborolane-2-yl)dibenzo[b,d]furan-1-yl)phosphine oxide C1(=CC=CC=C1)P(C1=CC=C(C=2OC3=C(C21)C=CC=C3)B3OC(C(O3)(C)C)(C)C)(C3=CC=CC=C3)=O